COC1=C(C=NC=C1)COC1=CC=C(C=C1)C=1C=C(C(NC1C(F)(F)F)=O)C(=O)N 5-(4-((4-methoxypyridin-3-yl)methoxy)phenyl)-2-oxo-6-(trifluoromethyl)-1,2-dihydropyridine-3-carboxamide